1-(6-nitrobenzo[d][1,3]dioxol-5-yl)ethanone [N+](=O)([O-])C=1C(=CC2=C(OCO2)C1)C(C)=O